C(C(=O)O)(=O)O.NCCNC(=O)N1CCOCC1 N-(2-aminoethyl)morpholincarboxamide oxalate